8-(4-amino-3-(methylthio)phenoxy)pyrido[2,3-b]pyrazin-3(4H)-one hydrochloride Cl.NC1=C(C=C(OC2=CC=NC=3NC(C=NC32)=O)C=C1)SC